COC(=O)N1CC(C2(CC2CC=2C=C(C=CC2)C2=CC=CC=C2)CC1)NS(=O)(=O)C ([1,1'-biphenyl]-3-ylmethyl)-4-(methylsulfonylamino)-6-azaspiro[2.5]octane-6-carboxylic acid methyl ester